C(#N)CNC(=O)C1(CCCCC1)NC(C1=CC=C(C=C1)C1CCN(CC1)C1CCCC1)=O N-[1-(Cyanomethyl-carbamoyl)-cyclohexyl]-4-(1-cyclopentyl-piperidin-4-yl)-benzamide